COC(=O)C1=CN(C(C=C1Br)=O)C1CCOCC1 4-bromo-6-oxo-1-(tetrahydro-2H-pyran-4-yl)-1,6-dihydropyridine-3-carboxylic acid methyl ester